C1=CC=C(C=2OC3=CC=CC=C3SC12)S(=O)(=O)C1=CC=C(C=C1)CNC(=O)C1=CC=2C(=CN=CC2)O1 N-{[4-(phenoxathiine-4-sulfonyl)phenyl]methyl}furo[2,3-c]pyridine-2-carboxamide